1-(3-tert-butylisoxazol-5-yl)-3-[2-methylsulfanyl-4-[(3-oxo-4H-pyrido[3,2-b][1,4]oxazin-8-yl)oxy]phenyl]urea C(C)(C)(C)C1=NOC(=C1)NC(=O)NC1=C(C=C(C=C1)OC1=CC=NC2=C1OCC(N2)=O)SC